4-[1-(2,3-Dimethylphenyl)ethyl]-3H-imidazol CC1=C(C=CC=C1C)C(C)C=1NC=NC1